OC1=C(C=CC(=C1)OCC=C(C)C)C(\C=C\C1=CC=CC=C1)=O (E)-1-[2-hydroxy-4-(3-methylbut-2-enoxy)phenyl]-3-phenylprop-2-en-1-one